(2R)-N-(4-methyl-3-((1-(3-(1-methyl-1H-pyrazol-4-yl)naphthalen-1-yl)ethyl)carbamoyl)phenyl)piperidine-2-carboxamide CC1=C(C=C(C=C1)NC(=O)[C@@H]1NCCCC1)C(NC(C)C1=CC(=CC2=CC=CC=C12)C=1C=NN(C1)C)=O